C(C)(C)(C)OC(=O)N1CCN(CC1)C=1C=NC(=CC1)NC1=NC=C(C(=N1)C=1C=C2C(C(=NC2=C(C1)F)C)(C)C)F 4-(6-((5-fluoro-4-(7-fluoro-2,3,3-trimethyl-3H-indol-5-yl)pyrimidin-2-yl)amino)pyridin-3-yl)piperazine-1-carboxylic acid t-butyl ester